(1R,2R)-1-(5-Chloropentyl)-2-(4-(methoxycarbonyl)phenyl)cyclopropane-1-carboxylic acid ClCCCCC[C@@]1([C@H](C1)C1=CC=C(C=C1)C(=O)OC)C(=O)O